NCC(CO)CO (±)-2-(aminomethyl)-1,3-propanediol